CN(N1CCC(CC1)N)C N1,N1-dimethylpiperidine-1,4-diamine